3-[5-(5-chloro-3,4-dihydro-1H-isoquinoline-2-carbonyl)-4,6-difluoro-1-oxo-isoindolin-2-yl]piperidine-2,6-dione ClC1=C2CCN(CC2=CC=C1)C(=O)C=1C(=C2CN(C(C2=CC1F)=O)C1C(NC(CC1)=O)=O)F